N-[6-[1,5-bis(fluoromethyl)-8-oxabicyclo[3.2.1]octan-3-yl]-2-(4,4-dimethylcyclohexen-1-yl)-3-pyridyl]-4-cyano-1-(2-trimethylsilylethoxymethyl)imidazole-2-carboxamide FCC12CC(CC(CC1)(O2)CF)C2=CC=C(C(=N2)C2=CCC(CC2)(C)C)NC(=O)C=2N(C=C(N2)C#N)COCC[Si](C)(C)C